COC1=CC=C(CN2N=CC=3C4=C([C@H](CC23)C)C(=NO4)C(=O)OCC)C=C1 (S)-ethyl 6-(4-methoxybenzyl)-4-methyl-5,6-dihydro-4H-isoxazolo[5,4-e]indazole-3-carboxylate